(2-(4-((3-isopropoxypropyl)carbamoyl)piperidin-1-yl)thiazole-4-carbonyl)-Z-serinate C(C)(C)OCCCNC(=O)C1CCN(CC1)C=1SC=C(N1)C(=O)N[C@@H](CO)C(=O)[O-]